N-(5-(6-(2-bromo-6-chloro-4-(trifluoromethyl)phenyl)-1-oxo-3,4-dihydroisoquinolin-2(1H)-yl)-2-((2-methoxyethoxy)methoxy)phenyl)methanesulfonamide BrC1=C(C(=CC(=C1)C(F)(F)F)Cl)C=1C=C2CCN(C(C2=CC1)=O)C=1C=CC(=C(C1)NS(=O)(=O)C)OCOCCOC